BrC1=C(C(=C(C=C1)F)C1CC1)F 1-bromo-3-cyclopropyl-2,4-difluorobenzene